1-(4-chloro-3-nitrophenyl)-3-(3,4-difluorophenyl)urea ClC1=C(C=C(C=C1)NC(=O)NC1=CC(=C(C=C1)F)F)[N+](=O)[O-]